N[C@@H]([C@@H](C(=O)N1[C@@H](CCC1)C(=O)NCCC(C)C)O)CC(C)C (S)-1-((2S,3R)-3-amino-2-hydroxy-5-methylhexanoyl)-N-isopentylpyrrolidine-2-carboxamide